C(#N)CCCCOC=1C(=C2CCCC2=C(C1)OCC=1C(=C(C=CC1)C1=CC=CC=C1)C)CN1[C@@H](C[C@H](C1)O)C(=O)O (2S,4R)-1-((5-(4-cyanobutoxy)-7-((2-methyl-[1,1'-biphenyl]-3-yl)methoxy)-2,3-dihydro-1H-inden-4-yl)methyl)-4-hydroxypyrrolidine-2-carboxylic acid